COC(CCF)OC 3-fluoropropionaldehyde dimethylacetal